NC1=C(C=C(C(=O)OCC)C=C1F)F ethyl 4-amino-3,5-difluorobenzoate